(S)-3-(2',4'-difluorobiphenyl-4-yl)-3-(3-(4-hydroxy-1,6-dimethyl-2-oxo-1,2-dihydropyridin-3-yl)ureido)propanoic acid ethyl ester C(C)OC(C[C@H](NC(=O)NC=1C(N(C(=CC1O)C)C)=O)C1=CC=C(C=C1)C1=C(C=C(C=C1)F)F)=O